FC1=NC=CC=C1C1=CC=C(C=C1)CCCC(=O)NC1=CC=CC=C1 4-(4-(2-Fluoropyridin-3-yl)phenyl)-N-phenylbutyramide